CNC(=O)C=1N=C(C2=CC=C(C=C2C1)N1C(OCC1)=O)N1CCCC2=CC(=C(C=C12)C(F)F)C=1C=NN(C1)C 1-[7-difluoromethyl-6-(1-methyl-1H-pyrazol-4-yl)-3,4-dihydro-2H-quinolin-1-yl]-6-(2-oxo-oxazolidin-3-yl)-isoquinoline-3-carboxylic acid methylamide